CN1N=C2C(N=CN=C2NC([2H])([2H])[2H])=C1 2-methyl-N-(methyl-d3)-2H-pyrazolo[4,3-d]pyrimidin-7-amine